ClC1=C(C(=NN1)C)NC(=O)C1=CC(=C(C=C1O[C@H](C(F)(F)F)C)C=1OC(=C(N1)C(=O)OC)C)F (S)-Methyl 2-(4-((5-chloro-3-methyl-1H-pyrazol-4-yl)carbamoyl)-2-fluoro-5-((1,1,1-trifluoropropan-2-yl)oxy)phenyl)-5-methyloxazole-4-carboxylate